CC=1C=C(N)C=C(C1)C 3,5-Dimethylaniline